C(C)(C)(C)I Tertiary-Butyl iodide